CC=1C=C(C=C(C1N1CCN(CC1)C)C)C=1C=C2C(=NC1)N(C=C2C2=CC=C(C=C2)S(=O)(=NC2CC2)C)S(=O)(=O)CC2=CC=CC=C2 5-(3,5-dimethyl-4-(4-methylpiperazin-1-yl)phenyl)-3-(4-(N-cyclopropyl-S-methylsulphonimidoyl)phenyl)-1-toluenesulfonyl-1H-pyrrolo[2,3-b]pyridine